Methyl 4-oxo-4,5,6,7-tetrahydro-1H-indole-2-carboxylate O=C1C=2C=C(NC2CCC1)C(=O)OC